N[C@@H]1[C@@H](N([C@@H](C1)C)C(=O)OC)CO[C@@H]1C[C@@H]2C[C@@]2(CC1)C1=NC=C(C=N1)F Methyl (2R,3S,5R)-3-amino-2-((((1S,3S,6R)-6-(5-fluoropyrimidin-2-yl)bicyclo[4.1.0]heptan-3-yl)oxy)methyl)-5-methylpyrrolidine-1-carboxylate